(2S)-2-[4-[[[(6S)-2-amino-4-oxo-1,4,5,6,7,8-hexahydropteridin-6-yl]methyl]amino]benzamido]pentanedioic acid p-toluenesulfonate CC1=CC=C(C=C1)S(=O)(=O)O.NC=1NC=2NC[C@@H](NC2C(N1)=O)CNC1=CC=C(C(=O)N[C@H](C(=O)O)CCC(=O)O)C=C1